N-[(1R)-1-(3-chlorophenyl)ethyl]-2,6-dimethylquinazolin-4-amine ClC=1C=C(C=CC1)[C@@H](C)NC1=NC(=NC2=CC=C(C=C12)C)C